2-(1-(methoxymethyl)hydrazino)-pyrimidine COCN(N)C1=NC=CC=N1